2-(1-methylpyrrolidin-2-yl)propionic acid hydrochloride Cl.CN1C(CCC1)C(C(=O)O)C